O[C@@H]([C@@H](CC1=CC=CC=C1)NC([C@@H](COC)NC(OC(C)(C)C)=O)=O)C(NCC=1SC=CN1)=O tert-butyl ((R)-1-(((2R,3S)-3-hydroxyl-4-oxo-1-phenyl-4-((thiazole-2-ylmethyl)amino)butan-2-yl)amino)-3-methoxy-1-oxopropan-2-yl)carbamate